FC(C=1C=CC=2N(N1)C(=CN2)C2=CC(=NC=N2)N2CC(OC(C2)C)CO)F (4-(6-(6-(Difluoromethyl)imidazo[1,2-b]pyridazin-3-yl)pyrimidin-4-yl)-6-methylmorpholin-2-yl)methanol